C(CCCC)SCCl (pentyl)(chloromethyl)sulfane